3-(2-(4-((2-methoxyethoxy)methoxy)-3-(methylsulfonylamino)phenyl)-1-oxo-1,2,3,4-tetrahydroisoquinolin-6-yl)-5-(trifluoromethyl)benzamide COCCOCOC1=C(C=C(C=C1)N1C(C2=CC=C(C=C2CC1)C=1C=C(C(=O)N)C=C(C1)C(F)(F)F)=O)NS(=O)(=O)C